N[C@H](C(=O)NCCO[C@@H]1O[C@H]([C@H]([C@H]([C@@H]1O)O)O)C)CCC(=O)NCCO[C@@H]1O[C@H]([C@H]([C@H]([C@@H]1O)O)O)C (S)-2-amino-N1,N5-bis(2-(((2R,3S,4R,5S,6S)-3,4,5-trihydroxy-6-methyltetrahydro-2H-pyran-2-yl)oxy)ethyl)pentanediamide